1,5-dichloroanthraquinone ClC1=CC=CC=2C(C3=C(C=CC=C3C(C12)=O)Cl)=O